4-[5-(aminomethyl)-[1,2,4]triazolo[4,3-a]pyridin-8-yl]-3-(2-methyl-6-morpholin-4-ylpyridin-4-yl)oxybenzonitrile NCC1=CC=C(C=2N1C=NN2)C2=C(C=C(C#N)C=C2)OC2=CC(=NC(=C2)N2CCOCC2)C